FC1(CCN(CC1)CCC1=CNC2=CC=CC=C12)F 3-(2-(4,4-difluoropiperidin-1-yl)ethyl)-1H-indole